3-benzyl hexane-2,3-dicarboxylate CC(C(CCC)C(=O)OCC1=CC=CC=C1)C(=O)[O-]